N-(2-bromopyridin-4-yl)-3-phenylpropionamide BrC1=NC=CC(=C1)NC(CCC1=CC=CC=C1)=O